(E)-N-((2-(2,6-dioxopiperidin-3-yl)-1-oxoisoindolin-5-yl)methyl)-3-(4-(1-(trifluoromethyl)cyclopropyl)-phenyl)acrylamide O=C1NC(CCC1N1C(C2=CC=C(C=C2C1)CNC(\C=C\C1=CC=C(C=C1)C1(CC1)C(F)(F)F)=O)=O)=O